N-[4-({4-[(2S)-2-[(8-{3-[(dimethylamino)methyl]phenyl}quinazolin-4-yl)amino]propyl]piperazin-1-yl}sulfonyl)-5-fluoro-2-methylphenyl]acetamide CN(C)CC=1C=C(C=CC1)C=1C=CC=C2C(=NC=NC12)N[C@H](CN1CCN(CC1)S(=O)(=O)C1=CC(=C(C=C1F)NC(C)=O)C)C